1-(4-(trifluoromethyl)phenyl)piperidinium FC(C1=CC=C(C=C1)[NH+]1CCCCC1)(F)F